NC1=C(C=C(C=C1)N1CC2(CN(C2)C(=O)OC(C)(C)C)C1)OC tertiary butyl 6-(4-amino-3-methoxyphenyl)-2,6-diazaspiro[3.3]heptan-2-carboxylate